(S)-N-(5-methyl-4-oxo-2,3,4,5-tetrahydropyrido[3,2-b][1,4]oxazepin-3-yl)-5-(1-phenylcyclopropyl)-1,3,4-oxadiazole-2-carboxamide CN1C2=C(OC[C@@H](C1=O)NC(=O)C=1OC(=NN1)C1(CC1)C1=CC=CC=C1)C=CC=N2